2-[(2R,3R,4S,5S,6R)-3,4,5-tribenzyloxy-6-phenoxy-tetrahydropyran-2-yl]ethylphosphinic acid C(C1=CC=CC=C1)O[C@@H]1[C@H](O[C@@H]([C@H]([C@H]1OCC1=CC=CC=C1)OCC1=CC=CC=C1)OC1=CC=CC=C1)CCP(O)=O